CN1C(=NC(=C1)C)N1C[C@@H]([C@H](C1)F)NC(=O)[C@@H]1CC[C@H]2N1C(CC[C@@H]1[C@@H](C2)C1)=O (3S,6S,7aS,8aR,9aR)-3-(((3S,4S)-1-(1,4-dimethyl-1H-imidazol-2-yl)-4-fluoro-pyrrolidin-3-yl)carbamoyl)-5-oxodeca-hydro-1H-cyclopropa[d]pyrrolo[1,2-a]azocin